COC(OC)N1CCCC2=CC=CN=C12 (dimethoxymethyl)-1,2,3,4-tetrahydro-1,8-naphthyridine